BrC=1C2=CC=C(C=C2C=2C=C(C=CC2C1Br)F)F 9,10-dibromo-3,6-difluorophenanthrene